C[C@H]1N(CC2(C1)CCOCC2)C2=CC=C(C=C2)C=2C(=NNC2C)C2=CC=NC=C2 |r| rac-(3R)-3-methyl-2-[4-[5-methyl-3-(4-pyridyl)-1H-pyrazol-4-yl]phenyl]-8-oxa-2-azaspiro[4.5]decane